FC1=C(C=CC(=C1)C(F)(F)F)C/C=C/Br (E)-3-(2-fluoro-4-trifluoromethylphenyl)-propenyl bromide